C(C)(C)(C)OC(=O)N1CC(N(CC1)C1=C(C=C(C(=C1)C(=O)OC)[N+](=O)[O-])F)CO 4-(2-fluoro-5-(methoxycarbonyl)-4-nitrophenyl)-3-(hydroxymethyl)piperazine-1-carboxylic acid tert-butyl ester